[Na+].[Na+].[Na+].N(P(OC)([O-])=O)(P(OC)([O-])=O)P(OC)([O-])=O nitrilotris(methylphosphonic acid) trisodium salt